(2R,6S)-4-(5-cyanopyrimidin-2-yl)-N-[2-(1-{[4-(dimethylamino)-phenyl]methyl}piperidin-4-yl)ethyl]-2,6-dimethylpiperazine-1-carboxamide C(#N)C=1C=NC(=NC1)N1C[C@H](N([C@H](C1)C)C(=O)NCCC1CCN(CC1)CC1=CC=C(C=C1)N(C)C)C